N-(6-chloro-4-methyl-pyridazin-3-yl)-N-(2-trimethylsilylethoxymethyl)-1,3-benzothiazol-2-amine ClC1=CC(=C(N=N1)N(C=1SC2=C(N1)C=CC=C2)COCC[Si](C)(C)C)C